N-{4-azido-2-[3-(trifluoromethyl)phenyl]butan-2-yl}-2-methylpropan-2-sulfinamide N(=[N+]=[N-])CCC(C)(C1=CC(=CC=C1)C(F)(F)F)NS(=O)C(C)(C)C